FC1=CC=C(C=C1)N1CCN(C2=CC=CC=C12)C[C@@H]1CN(CC1)CC(C)C (S)-4-(4-fluorophenyl)-N-((1-isobutylpyrrolidin-3-yl)methyl)-3,4-dihydroquinoxaline